N1=C(C=CC=C1)C=1C=C(C(=O)O)C=CC1NC1=CC=C(C=C1)C(F)(F)F 3-(pyridin-2-yl)-4-((4-(trifluoromethyl)phenyl)amino)benzoic acid